(Z)-3-((1H-pyrrol-2-yl)methylene)-5-((2-fluorobenzyl)amino)indolin-2-one ethyl-3-[(3R)-3-methylmorpholin-4-yl]-1H-pyrazole-5-carboxylate C(C)OC(=O)C1=CC(=NN1)N1[C@@H](COCC1)C.N1C(=CC=C1)\C=C\1/C(NC2=CC=C(C=C12)NCC1=C(C=CC=C1)F)=O